CN1C[C@@H](OCC1)COC1=CC(=CN(C1=O)C1=CC=C(C=C1)C)C(=O)N[C@H](C)C=1C=NC(=NC1)C(F)(F)F 5-(((R)-4-methylmorpholin-2-yl)methoxy)-6-oxo-1-(p-tolyl)-N-((R)-1-(2-(trifluoromethyl)pyrimidin-5-yl)ethyl)-1,6-dihydropyridine-3-carboxamide